C(C)N N-Ethylamine